2-Fluoro-5-methoxyphenylacetonitrile FC1=C(C=C(C=C1)OC)CC#N